OC(C#N)C1=CC=NC=C1 hydroxy-(pyridin-4-yl)acetonitrile